CC(C)OC1=CC=C(C=C1)C1=C(C=CC=C1)NC1=CC=C(C=C1)C1=NN=C(S1)N 5-[4-({2-[4-{propan-2-yloxy}phenyl]phenyl}amino)phenyl]-1,3,4-thiadiazol-2-amine